6-benzylsulfanyl-2-methyl-8-[4-(2-methylpropanoyl)piperazin-1-yl]-3H-quinazolin-4-one C(C1=CC=CC=C1)SC=1C=C2C(NC(=NC2=C(C1)N1CCN(CC1)C(C(C)C)=O)C)=O